(2,4-Dimethoxybenzyl)-3-isopropyl-3H-imidazo[4,5-b]pyridin-5-amine COC1=C(CC2=NC=3C(=NC(=CC3)N)N2C(C)C)C=CC(=C1)OC